[OH-].S(=O)(=O)(O)CCCC[N+]1=CSC2=C1C=CC=C2 3-(4-sulfobutyl)-benzothiazol-3-ium hydroxide